ClC=1C=C(C=CC1F)NC(=O)C1=C(N=CN1C)C1CC2CC3(OCCO3)C2C1 N-(3-chloro-4-fluorophenyl)-1-methyl-4-(spiro[bicyclo[3.2.0]heptane-6,2'-[1,3]dioxolan]-3-yl)-1H-imidazole-5-carboxamide